BrC=1C(=CC(=C2C=CC(NC12)=O)F)F 8-bromo-5,7-difluoroquinolin-2(1H)-one